C(CCC)OC(=O)C1(CCC(=NO1)C1=C(C=C(C(=C1)N1C(N(C(N(C1=O)C)=S)C)=O)F)Cl)C 3-(2-chloro-5-(3,5-dimethyl-2,6-dioxo-4-thioxo-1,3,5-triazin-1-yl)-4-fluorophenyl)-6-methyl-5,6-dihydro-4H-1,2-oxazine-6-carboxylic acid butyl ester